N-ethyl-5-fluoro-2-[3-methyl-6-(4-{2-[(1r,4r)-4-aminocyclohexyl]ethyl}piperazin-1-yl)imidazo[1,5-a]pyridin-8-yl]-N-(isopropyl)benzamide C(C)N(C(C1=C(C=CC(=C1)F)C=1C=2N(C=C(C1)N1CCN(CC1)CCC1CCC(CC1)N)C(=NC2)C)=O)C(C)C